(e)-3-hydroxy-butyramide OC(CC(=O)N)C